OC1CCC(CC1)N1N=C2C=C(C(=CC2=C1)C(=O)NC1=CN=C2N1N=CC=C2)OC 2-((1s,4s)-4-hydroxycyclohexyl)-N-(imidazo[1,2-b]pyridazin-3-yl)-6-methoxy-2H-indazole-5-carboxamide